[Na+].C(\C=C/C(=O)[O-])(=O)OCC ethyl maleate sodium salt